[Na+].O[Si](CCCCP([O-])(O)=O)(O)O 3-(trihydroxysilyl)propyl-methylphosphonic acid monosodium salt